The molecule is a secondary alcohol and a cyclohexenylalkanol. It has a role as a fragrance. It contains a campholenic cyclohexenyl group. It derives from a hydride of a cyclopentene. CC1=CCC(C1(C)C)C2=CCC(CC2)C(C)O